FC1=C(C(=O)N[C@@H](C(=O)NC2=C(C=CC(=C2)F)N2CCNCC2)C([2H])([2H])C2=CC=CC=C2)C=CC=C1 (R)-2-fluoro-N-(1-((5-fluoro-2-(piperazin-1-yl)phenyl)amino)-1-oxo-3-phenylpropan-2-yl-3,3-d2)benzamide